[Si](C)(C)(C(C)(C)C)OCC(CC(=O)OCCCC)CO[Si](C)(C)C(C)(C)C butyl 4-[tert-butyl(dimethyl)silyl]oxy-3-[[tert-butyl(dimethyl)silyl]oxymethyl]butanoate